OC=1C=C(C=CC1)/C=C/C(=O)C1=C(C=CC=C1)C(F)(F)F (E)-3-(3-Hydroxyphenyl)-1-[2-(trifluoromethyl)phenyl]prop-2-en-1-one